1-(3-(2-(4-fluorophenyl)-4-(1-methyl-1H-pyrazol-3-yl)pyrimidin-5-yl)pyrrolidin-1-yl)prop-2-en-1-one FC1=CC=C(C=C1)C1=NC=C(C(=N1)C1=NN(C=C1)C)C1CN(CC1)C(C=C)=O